CN1C(C2=C(C=C1)C=CN2S(=O)(=O)C2=CC=CC=C2)=O 6-methyl-1-(benzenesulfonyl)-1,6-dihydro-7H-pyrrolo[2,3-c]pyridin-7-one